methyl (S)-3-amino-2-(dimethyl-amino)propanoate hydrochloride Cl.NC[C@@H](C(=O)OC)N(C)C